4-methoxy-3-aminophenol COC1=C(C=C(C=C1)O)N